CO[SiH](O)OC dimethoxyhydroxysilane